2,7-divinyl-naphthalene C(=C)C1=CC2=CC(=CC=C2C=C1)C=C